4-((2-cyano-4-fluorophenyl)thio)-6-(1-(1-(2-hydroxyacetyl)piperidin-4-yl)-1H-pyrazol-4-yl)pyrazolo[1,5-a]pyridine-3-carbonitrile C(#N)C1=C(C=CC(=C1)F)SC=1C=2N(C=C(C1)C=1C=NN(C1)C1CCN(CC1)C(CO)=O)N=CC2C#N